6-(N'-ethoxycarbamimidoyl)-3-(2-oxo-oxazolidin-3-yl)picolinic acid (Z)-tert-butyl ester C(C)(C)(C)OC(C1=NC(=CC=C1N1C(OCC1)=O)/C(/N)=N/OCC)=O